C(C)C=1C=C(C(=NC1)C(=O)OCC)C(=O)[O-] ethyl 5-ethylpyridine-2,3-dicarboxylate